2-(1-acetylazetidin-3-yl)-4-amino-7-chloroisoindoline-1,3-dione C(C)(=O)N1CC(C1)N1C(C2=C(C=CC(=C2C1=O)N)Cl)=O